C(CCCCCCCCC)OC=1C=C(OCCN2CCN(CC2)CCO)C=C(C1)CCCCCCCCCCCCCCC 2-(4-(2-(3-(decyloxy)-5-pentadecylphenoxy)ethyl)piperazin-1-yl)ethan-1-ol